6-(8-methyl-2,3-dihydro-1H-pyrido[2,3-b][1,4]oxazin-7-yl)-N-(2-morpholinopyridin-4-yl)-5,6,7,8-tetrahydro-2,6-naphthyridin-3-amine CC1=C(C=NC=2OCCNC21)N2CC=1C=C(N=CC1CC2)NC2=CC(=NC=C2)N2CCOCC2